[Cl-].C(CCCCCCCCCCCCC)[N+](CCC[Si](OC)(OC)OC)(C)C TETRADECYLDIMETHYL(3-TRIMETHOXYSILYLPROPYL)AMMONIUM CHLORIDE